P(=O)(Cl)(Cl)Cl.N1N=CC=C1 pyrazole compound with phosphorus oxychloride